BrC1=C2CN(CC2=CC(=C1)OC1CCN(CC1)C)C(=O)OC(C)(C)C tert-butyl 4-bromo-6-((1-methylpiperidin-4-yl)oxy)isoindoline-2-carboxylate